CC(OC(NCCOCCOC(=O)OC=1C=CC(=C(C(=O)O)C1)[N+](=O)[O-])=O)(C)C 5-((11,11-dimethyl-9-oxo-2,5,10-trioxa-8-azadodecanoyl)oxy)-2-nitrobenzoic acid